COP(C1=CC=CC=C1)=O methyloxyphenylphosphine oxide